C1(CC1)S(=O)(=O)C=1C=C(C=CC1)C=1C=C(C(=NC1)N)F 5-[3-(cyclopropylsulfonyl)phenyl]-3-fluoropyridin-2-amine